C(C)N1C(=NN=C(C1=O)N[C@H]1CN(CCC1)CC)C1=C(C=C(C=C1)C(F)(F)F)O 4-ethyl-6-[[(3R)-1-ethyl-3-piperidinyl]amino]-3-[2-hydroxy-4-(trifluoromethyl)phenyl]-1,2,4-triazin-5-one